6-(isopropyl(methyl)amino)-2-(6-(5-methyl-6,7-dihydro-5H-pyrrolo[2,1-c][1,2,4]triAzol-3-yl)pyridin-2-yl)-4-((methylamino)methyl)-2,3-dihydro-1H-pyrrolo[3,4-c]pyridin-1-one C(C)(C)N(C1=CC2=C(C(=N1)CNC)CN(C2=O)C2=NC(=CC=C2)C=2N1C(=NN2)CCC1C)C